3-(3-(5-amino-6-((1-(1-methylpiperidin-4-yl)-1H-pyrazol-4-yl)oxy)pyrazin-2-yl)-5-(1,4-oxaazepan-4-yl)phenyl)tetrahydrofuran-3-ol NC=1N=CC(=NC1OC=1C=NN(C1)C1CCN(CC1)C)C=1C=C(C=C(C1)N1CCOCCC1)C1(COCC1)O